(S)-7-((3-amino-2-oxopyrazin-1(2H)-yl)methyl)-4-(cyclopropylethynyl)-6-Fluoro-4-(trifluoromethyl)-3,4-dihydroquinazolin-2(1H)-one NC=1C(N(C=CN1)CC1=C(C=C2[C@](NC(NC2=C1)=O)(C(F)(F)F)C#CC1CC1)F)=O